4-[6-[3-(5-chloro-2-fluoro-phenyl)-1H-pyrazol-4-yl]-1,5-naphthyridin-3-yl]cyclohexanamine ClC=1C=CC(=C(C1)C1=NNC=C1C=1N=C2C=C(C=NC2=CC1)C1CCC(CC1)N)F